ClC=1C2=C(C(=NC1)N1C(CCC1=O)=O)C=NN2 1-(7-chloro-1H-pyrazolo[4,3-c]pyridin-4-yl)pyrrolidine-2,5-dione